Pyrazolyl-azophenol N1N=C(C=C1)C=1C(=C(C=CC1)O)N=NC1=C(C=CC=C1)O